OC1=CC=C(C=C1)C(C1=CC(=C(C=C1)O)OCC1=NC=CC=C1)C1=NC=CC=C1 4-((4-hydroxyphenyl)(pyridine-2-yl)methyl)-2-(pyridine-2-yl-methoxyl)phenol